1-(4-(9-chloro-3-methyl-10-oxo-10H-chromeno[3,2-b]pyridin-4-yl)phenyl)piperidine-4-carbaldehyde ClC=1C=2C(C3=NC=C(C(=C3OC2C=CC1)C1=CC=C(C=C1)N1CCC(CC1)C=O)C)=O